2-(5-methoxy-1H-pyrazol-3-yl)-8-methylisoquinolin-1(2H)-one COC1=CC(=NN1)N1C(C2=C(C=CC=C2C=C1)C)=O